N-[3-(N,S-dimethylsulfonimidoyl)phenyl]-4-(4-fluoro-2-methyl-phenoxy)-6-(trifluoromethyl)pyridine-3-carboxamide CN=S(=O)(C)C=1C=C(C=CC1)NC(=O)C=1C=NC(=CC1OC1=C(C=C(C=C1)F)C)C(F)(F)F